1,2,3-triazolo[4,5-b]pyridine N1N=NC2=NC=CC=C21